COC1=C(CNC2=NC3=CC(=CC=C3C(=N2)N[C@@](CO)(CCCC)C)B(O)O)C=CC(=C1)OC (R)-(2-((2,4-dimethoxybenzyl)amino)-4-((1-Hydroxy-2-methylhexan-2-yl)amino)quinazolin-7-yl)boronic acid